(S)-2-((S)-1-hydroxy-ethyl)-pyrrolidine-1-carboxylic acid tert-butyl ester C(C)(C)(C)OC(=O)N1[C@@H](CCC1)[C@H](C)O